C(C)(=O)OC(C(CNC(C1=CC(=C(C(=C1)C)OC(C)=O)C)=O)OC(C)=O)[C@@H]1O[C@@](C[C@@H]([C@H]1NC(C)=O)OC(C)=O)(CC=C)COC(C)=O 1-((2R,3R,4S,6R)-3-acetamido-4-acetoxy-6-(acetoxymethyl)-6-allyltetrahydro-2H-pyran-2-yl)-3-(4-acetoxy-3,5-dimethylbenzamido)propane-1,2-diyl diacetate